5-bromo-N-(4-methoxybenzyl)-3-((4-methoxybenzyl)oxy)pyridin-2-amine BrC=1C=C(C(=NC1)NCC1=CC=C(C=C1)OC)OCC1=CC=C(C=C1)OC